C(C)(=O)O[C@H]1CC[C@@]2([C@H]3CC[C@@]4(C(=CC[C@H]4[C@@H]3CC=C2C1)C=1C=NC=CC1)C)C [(3S,8R,9S,10R,13S,14S)-10,13-dimethyl-17-pyridin-3-yl-2,3,4,7,8,9,11,12,14,15-decahydro-1H-cyclopenta[a]phenanthren-3-yl] acetate